ClC1=NC=C(C(=N1)C1=CNC2=C(C=CC=C12)[N+](=O)[O-])C 3-(2-chloro-5-methyl-4-pyrimidinyl)-7-nitro-1H-indole